C(C)OC(=O)C=1C(=NC(=NC1)SC)N[C@H]1C[C@H](CCC1)O 4-((1R,3S)-3-hydroxycyclohexyl-amino)-2-(methylthio)pyrimidine-5-carboxylic acid ethyl ester